5-(aminomethyl)thiophene-3-carboximidamide hydrochloride Cl.NCC1=CC(=CS1)C(N)=N